1-[4-[(R)-amino(4,5-dichloro-2-hydroxyphenyl)methyl]piperidin-1-yl]-3-hydroxy-2,2-dimethylpropan-1-one N[C@H](C1CCN(CC1)C(C(CO)(C)C)=O)C1=C(C=C(C(=C1)Cl)Cl)O